P(=O)([O-])([O-])O.[Ca+2] calcium mono-phosphate